O1[C@H](COCC1)CN1N=C2C3=C(CC(C2=C1)C)OC(=C3C)C(=O)NC[C@H]3OCCC3 2-{[(2S)-1,4-Dioxan-2-yl]methyl}-4,8-dimethyl-N-{[(2S)-oxolan-2-yl]methyl}-4,5-dihydro-2H-furo[2,3-g]indazol-7-carboxamid